NC=1C2=C(N=C(N1)OCCCC)C(=C(N2)C#N)CC2=CC=C(C=C2)CN2CCOCC2 4-amino-2-butoxy-7-(4-(morpholinomethyl)benzyl)-5H-pyrrolo[3,2-d]pyrimidine-6-carbonitrile